1-(tert-butyl)-4-(2-((4-fluorophenyl)sulfonyl)vinyl)benzene C(C)(C)(C)C1=CC=C(C=C1)C=CS(=O)(=O)C1=CC=C(C=C1)F